3-{5-chloro-3-[(2R,6R)-1-(5-fluoro-3-iodopyridin-2-yl)-2,6-dimethylpiperidine-4-carbonyl]-6-(2H-1,2,3-triazol-2-yl)-1H-pyrrolo[2,3-b]pyridin-1-yl}azetidine-1-carboxylate ClC=1C=C2C(=NC1N1N=CC=N1)N(C=C2C(=O)C2C[C@H](N([C@@H](C2)C)C2=NC=C(C=C2I)F)C)C2CN(C2)C(=O)[O-]